CN1C(CCC1)CCNS(=O)(=O)C1=CC=C(C=C1)OCCC N-[2-(1-methylpyrrolidin-2-yl)ethyl]-4-propoxybenzenesulfonamide